NC1=CC=C(C(=C1C1=CC(N2[C@@H](CC(C2=C1)OCC)C(=O)OC)=O)F)Cl methyl (3S)-7-(6-amino-3-chloro-2-fluorophenyl)-1-ethoxy-5-oxo-1,2,3,5-tetrahydroindolizine-3-carboxylate